N,N-dimethylheptacosa-18,21-dien-8-amine CN(C(CCCCCCC)CCCCCCCCCC=CCC=CCCCCC)C